7-benzyloxy-5-chloro-2-[(4-methoxyphenyl)methyl]pyrazolo[4,3-d]pyrimidine C(C1=CC=CC=C1)OC=1C=2C(N=C(N1)Cl)=CN(N2)CC2=CC=C(C=C2)OC